ethyl 1-(5-iodo-6-(3,3,4,4,4-pentafluorobutyl)pyrazin-2-yl)piperidine-4-carboxylate IC=1N=CC(=NC1CCC(C(F)(F)F)(F)F)N1CCC(CC1)C(=O)OCC